ClC1=C2C=NNC2=CC=C1NC1=NN=C(O1)C=1C=C(C(N(C1)C)=O)NC(C1=C(C=CC=C1)F)=O N-(5-(5-((4-chloro-1H-indazol-5-yl)amino)-1,3,4-oxadiazol-2-yl)-1-methyl-2-oxo-1,2-dihydropyridin-3-yl)-2-fluorobenzamide